C(C)(C)(C)OC(C1=C(C(=C(C=C1)F)C=O)Cl)=O 2-Chloro-4-fluoro-3-formylbenzoic acid tert-butyl ester